rac-N-((1R,3R)-3-aminocyclopentyl)-4-((3-(2,3-difluoro-4-methoxyphenyl)imidazo[1,2-a]pyrazin-8-yl)amino)-2-ethylbenzamide N[C@H]1C[C@@H](CC1)NC(C1=C(C=C(C=C1)NC=1C=2N(C=CN1)C(=CN2)C2=C(C(=C(C=C2)OC)F)F)CC)=O |r|